3,3,3-trifluoro-2-hydroxy-2-(methyl-d3)propyl 4-methylbenzenesulfonate CC1=CC=C(C=C1)S(=O)(=O)OCC(C(F)(F)F)(C([2H])([2H])[2H])O